methyl-6-(3-chlorophenoxy)-2-(3,4-dichlorophenyl)-1-ethyl-4-oxo-pyridine CC1=C(N(C(=CC1=O)OC1=CC(=CC=C1)Cl)CC)C1=CC(=C(C=C1)Cl)Cl